ClC1=CC=C(C=C1)N1CC2=CC=CCC2CC1 N-p-chlorophenyl-tetrahydroisoquinoline